4'-isopropyl-biphenyl C(C)(C)C1=CC=C(C=C1)C1=CC=CC=C1